2-((6-chloroimidazo[1,2-b]pyridazin-2-yl)amino)-2-oxoacetic acid ethyl ester C(C)OC(C(=O)NC=1N=C2N(N=C(C=C2)Cl)C1)=O